ClC1=CC=C2C(=C(NC2=C1C=1C(=NN(C1C)C)C)C(=O)O)CCCOC1=CC=CC2=CC(=CC=C12)F 6-chloro-3-(3-((6-fluoronaphthalen-1-yl)oxy)propyl)-7-(1,3,5-trimethyl-1H-pyrazol-4-yl)-1H-indole-2-carboxylic acid